NCC(CN1C(C2=CC=CC=C2C1=O)=O)O 2-(3-amino-2-hydroxypropyl)-2,3-dihydro-1H-isoindole-1,3-dione